ClC1=CC=NC2=CC=C(C=C12)C1=C(C=C(C(=O)N2CC3C(C2)CN(C3)C(=O)OC(C)(C)C)C=C1)F tert-butyl 5-(4-(4-chloroquinolin-6-yl)-3-fluorobenzoyl)hexahydropyrrolo[3,4-c]pyrrole-2(1H)-carboxylate